FC(CN1CCN(CC1)C=1OC(=C(N1)N1C=CC=2C=CC=NC2C1=O)C1=CC=C(C=C1)C(F)(F)F)(F)F 7-{2-[4-(2,2,2-trifluoroethyl)-1-piperazinyl]-5-[p-(trifluoromethyl)phenyl]-1,3-oxazol-4-yl}-1,7-diaza-8(7H)-naphthalenone